tert-butyl (R)-3-((6-(6-cyclopropyl-2-(hydroxymethyl)-7-methoxyimidazo[1,2-b]pyridazin-3-yl)-3-fluoropyridin-2-yl)amino)piperidine-1-carboxylate C1(CC1)C=1C(=CC=2N(N1)C(=C(N2)CO)C2=CC=C(C(=N2)N[C@H]2CN(CCC2)C(=O)OC(C)(C)C)F)OC